CC1=CC=CC=C1NC(=O)C2=CC=CC=C2N 2-amino-N-(2-methylphenyl)benzamide